1,3,5-tris(2-(3,4-epoxycyclohexyl)ethyl)-1,1,3,5,5-pentamethyltrisiloxane C1(CC2C(CC1)O2)CC[Si](O[Si](O[Si](C)(C)CCC2CC1C(CC2)O1)(C)CCC1CC2C(CC1)O2)(C)C